5,6-diamino-4,7-dibromobenzo[c][1,2,5]thiadiazole NC1=C(C=2C(=NSN2)C(=C1N)Br)Br